O=C1N(CCC(N1)=O)C=1C=C(C(=O)N2CCC3(CC2)CCC(CC3)C=O)C=CC1OC 3-(3-(2,4-Dioxotetrahydropyrimidine-1(2H)-yl)-4-methoxybenzoyl)-3-azaspiro[5.5]undecane-9-carbaldehyde